C1(=CC=CC=C1)N1N=C(C=C1C1=CC=C(C=C1)S(=O)(=O)N)C(F)(F)F 4-[1-phenyl-3-(trifluoromethyl)-1H-pyrazol-5-yl]benzenesulfonamide